C1(CCCC1)NCC1=C(N=C(S1)C1=CC(=CC=C1)C1=NOC(=C1)[C@]1(C(N(CC1)C)=O)O)C(=O)OC (R)-Methyl 5-((cyclopentylamino)methyl)-2-(3-(5-(3-hydroxy-1-methyl-2-oxopyrrolidin-3-yl)isoxazol-3-yl)phenyl)thiazole-4-carboxylate